BrC1=C(C2=C(N=C(S2)[N-]C2CC2)C=C1)O N-(6-bromo-7-hydroxy-1,3-benzothiazol-2-yl)cyclopropylamide